Cl.N[C@@H]1[C@@](CCCC1)(O)C1=C(C2=NC(=CC(=C2S1)NCC=1SC=CC1)Cl)Cl (1R,2S)-2-amino-1-(3,5-dichloro-7-((thiophen-2-ylmethyl)amino)thieno[3,2-b]pyridin-2-yl)cyclohexan-1-ol hydrochloride